(S)-tert-butyl (1-(2-cyano-4-(1,5-naphthyridin-4-yl)phenoxy)-2,4-dimethylpentan-2-yl)carbamate C(#N)C1=C(OC[C@@](CC(C)C)(C)NC(OC(C)(C)C)=O)C=CC(=C1)C1=CC=NC2=CC=CN=C12